1,4-bis(1,10-phenanthroline-2-yl)benzene N1=C(C=CC2=CC=C3C=CC=NC3=C12)C1=CC=C(C=C1)C1=NC2=C3N=CC=CC3=CC=C2C=C1